FC1=C(C(=O)OC)C=C(C=C1F)C=O methyl 2,3-difluoro-5-formyl-benzoate